2-Methyl-4-(4-(trifluoromethyl)phenyl)pyrrolo[1,2-a]quinoxaline CC=1C=C2N(C3=CC=CC=C3N=C2C2=CC=C(C=C2)C(F)(F)F)C1